5-(1-hydroxyethyl)-7-methyl-3-(pyridin-3-yl)quinoline-2-carbonitrile OC(C)C1=C2C=C(C(=NC2=CC(=C1)C)C#N)C=1C=NC=CC1